2-(prop-2-enoyl)-4-[3-(thiophen-3-yl)-1H-indazol-5-yl]-2,3-dihydro-1H-isoindol-1-one C(C=C)(=O)N1C(C2=CC=CC(=C2C1)C=1C=C2C(=NNC2=CC1)C1=CSC=C1)=O